(S)-(6,6'-dimethoxybiphenyl-2,2'-diyl)bis[bis(3,5-dimethylphenyl)phosphine] COC1=CC=CC(=C1C1=C(C=CC=C1OC)P(C1=CC(=CC(=C1)C)C)C1=CC(=CC(=C1)C)C)P(C1=CC(=CC(=C1)C)C)C1=CC(=CC(=C1)C)C